N1C=C(C=C1)CNC1=CC(=C(C=C1)NC(CCCCCC)=O)N N-(4-(((1H-Pyrrol-3-yl)methyl)amino)-2-aminophenyl)heptanamid